(R)-N-(3-methyl-2-oxo-1,2,3,4-tetrahydroquinazolin-6-yl)-S-methyl-S-phenylsulfoximine CN1C(NC2=CC=C(C=C2C1)N=[S@](=O)(C1=CC=CC=C1)C)=O